5-(4-cyclopropyl-6-methoxy-pyrimidin-5-yl)-3-[[4-[1-cyclopropyl-4-(trifluoromethyl)imidazol-2-yl]phenyl]methyl]-1H-pyrazolo[4,3-d]pyrimidine C1(CC1)C1=NC=NC(=C1C=1N=CC2=C(N1)C(=NN2)CC2=CC=C(C=C2)C=2N(C=C(N2)C(F)(F)F)C2CC2)OC